(3S,7R)-12-(benzyloxy)-N-(2,4-difluorobenzyl)-3-methyl-1,6,11-trioxo-1,6,7,11-tetrahydro-3H-2,7-methanopyrido[1,2-a][1,4]diazonine-10-carboxamide C(C1=CC=CC=C1)OC=1C(C(=CN2C1C(N1[C@H](C=CC([C@H]2C1)=O)C)=O)C(=O)NCC1=C(C=C(C=C1)F)F)=O